N1(CCC1)CCCOC1=CC=C(C=N1)C1=CC=C2N=CC=3N(C2=C1)C(=NC3C)N3C[C@@H](O[C@@H](C3)C)C (2S,6R)-4-(8-(6-(3-(azetidin-1-yl)propoxy)pyridin-3-yl)-3-methylimidazo[1,5-a]quinoxalin-1-yl)-2,6-dimethylmorpholine